CN1NC(C2=CC=CC(=C2C1)[N+](=O)[O-])=O 3-methyl-5-nitro-3,4-dihydro-phthalazin-1(2H)-one